1-(5-methoxy-6-methyl-1H-indol-1-yl)N,N-dimethylpropan-2-amine COC=1C=C2C=CN(C2=CC1C)CC(C)N(C)C